C(OCCCN1CCOCC1)(OC1=CC=C(C=C1)[N+](=O)[O-])=O morpholinopropyl (4-nitrophenyl) carbonate